OC1=C(C=CC=C1)C(C=CCCCCCCC)=O 1-(2-hydroxyphenyl)dec-2-ene-1-one